C1(CCCC1)C1(NC(=CC=C1N)CCCCC)N 2-cyclopentyl-6-pentylpyridine-2,3-diamine